1-(5-((4-(((1r,4r)-4-methoxycyclohexyl)methyl)piperazin-1-yl)methyl)pyrazolo[1,5-a]pyridin-3-yl)dihydropyrimidine-2,4(1H,3H)-dione COC1CCC(CC1)CN1CCN(CC1)CC1=CC=2N(C=C1)N=CC2N2C(NC(CC2)=O)=O